5-bromo-3-(4-oxo-2-thioxo-thiazolidine-5-ylidene)-1,3-dihydro-indol-2-one BrC=1C=C2C(C(NC2=CC1)=O)=C1C(NC(S1)=S)=O